8-bromo-3,4-dihydropyrido[4',3':4,5]pyrrolo[1,2-a]pyrazin-1(2H)-one BrC1=CC=2C=C3N(CCNC3=O)C2C=N1